(R)-N-ethyl-4-((3S,8S,9S,10R,13R,14S,17R)-3-hydroxy-10,13-dimethyl-2,3,4,7,8,9,10,11,12,13,14,15,16,17-tetradecahydro-1H-cyclopenta[a]phenanthren-17-yl)-N-methoxypentanamide C(C)N(C(CC[C@@H](C)[C@H]1CC[C@H]2[C@@H]3CC=C4C[C@H](CC[C@@]4([C@H]3CC[C@]12C)C)O)=O)OC